(3-chloro-5-methylpyrazin-2-yl)(3-(trifluoromethyl)bicyclo[1.1.1]pentan-1-yl)methanone ClC=1C(=NC=C(N1)C)C(=O)C12CC(C1)(C2)C(F)(F)F